ClC=1C=C2C(=NC(=NC2=C(C1C1=C2C=NNC2=CC=C1C)OC1CC1)OC[C@H]1N(CCC1)C)N1C2CN(C(C1)C2)C(C=C)=O 1-(5-(6-chloro-8-cyclopropoxy-7-(5-methyl-1H-indazol-4-yl)-2-(((S)-1-methylpyrrolidin-2-yl)methoxy)quinazolin-4-yl)-2,5-diazabicyclo[2.2.1]heptane-2-yl)prop-2-en-1-one